N[C@H]([C@H](C(=O)N1[C@@H](CCC1)C(=O)N[C@H](C(=O)N)C)O)CC(C)C (2S)-1-[(2R,3S)-3-amino-2-hydroxy-5-methylhexanoyl]-N-[(2S)-1-amino-1-oxopropan-2-yl]pyrrolidine-2-carboxamide